1-((2S,4S)-4-fluoropyrrolidin-2-yl)-N,N-dimethylmethylamine hydrochloride Cl.F[C@H]1C[C@H](NC1)CN(C)C